(+)-trans-2-chloro-4-trifluoromethylbenzoic acid 2-(2-acetoxymethyl-1-methyl-pyrrolidin-3-yl)-6-acetyl-3,5-dimethoxyphenyl ester C(C)(=O)OC[C@@H]1N(CC[C@H]1C1=C(C(=C(C=C1OC)OC)C(C)=O)OC(C1=C(C=C(C=C1)C(F)(F)F)Cl)=O)C